FC(C=1C=C(C=NC1)N1CCCCC1)(F)F (R)-1-(5-(trifluoromethyl)pyridin-3-yl)piperidin